isopropyl 2-((5-acrylamido-4-((2-(dimethylamino)ethyl) (methyl)amino)-2-methoxyphenyl)amino)-4-(1-methyl-1H-indol-3-yl)pyrimidine-5-carboxylate fumarate C(\C=C\C(=O)O)(=O)O.C(C=C)(=O)NC=1C(=CC(=C(C1)NC1=NC=C(C(=N1)C1=CN(C2=CC=CC=C12)C)C(=O)OC(C)C)OC)N(C)CCN(C)C